CC1=NC2=C3C(=C4C(=C2N=C1)C=CC=C4)C=CC=C3 2-methyldibenzoquinoxaline